OCC(CO)OC(CCCCCCCCCCCCCC)=O 1,3-dihydroxypropan-2-ylpentadecanoate